The molecule is a polyprenol phosphate that is the monophosphate derivative of phytol. It derives from a phytol. It is a conjugate acid of a phytyl phosphate(2-). C[C@@H](CCC[C@@H](C)CCC/C(=C/COP(=O)(O)O)/C)CCCC(C)C